BrC1=NN2C(N=C(C=C2)N2CCN(CC2)CCF)=C1C#N 2-Bromo-5-[4-(2-fluoroethyl)piperazin-1-yl]pyrazolo[1,5-a]pyrimidine-3-carbonitrile